4-(3-((benzyloxy)methyl)-4-ethyl-5-oxo-4,5-dihydro-1H-1,2,4-triazol-1-yl)-N-(2-chloro-4-methylpyridin-3-yl)-5-fluoro-2-(1-hydroxy-3-methylbut-1-en-2-yl)benzamide C(C1=CC=CC=C1)OCC1=NN(C(N1CC)=O)C1=CC(=C(C(=O)NC=2C(=NC=CC2C)Cl)C=C1F)C(=CO)C(C)C